FC1=CC=C(C=C1)C1(NC=NC(=N1)C1=CC=C(C=C1)F)C1=CC=CC=C1 2,4-bis(4-fluorophenyl)-2-phenyl-1,3,5-triazine